ClC1(CC=C(C=C1)NNC1=CC=CC=C1)Cl 4,4-dichlorohydrazobenzene